[Pd](Cl)Cl.C(C)(C)P(C(C)C)[C-]1C=CC=C1.[C-]1(C=CC=C1)P(C(C)C)C(C)C.[Fe+2] bis(diisopropylphosphino)ferrocene palladium dichloride